CC=1C=CC(=C(C1)N1N=C2C(=N1)C=CC=C2)O 2-(5-methyl-2-hydroxy-phenyl)-benzotriazole